7-Cyano-7-azaspiro[3.5]nonan-2-yl ((S)-4-methyl-1-oxo-1-(((S)-1-oxo-3-((R)-2-oxopyrrolidin-3-yl)propan-2-yl)amino)pentan-2-yl)carbamate CC(C[C@@H](C(N[C@H](C=O)C[C@@H]1C(NCC1)=O)=O)NC(OC1CC2(C1)CCN(CC2)C#N)=O)C